ethyl 2-(3-(2-(5-((4,6-difluoro-1H-indol-5-yl)oxy)-2-fluorophenyl)-1H-imidazol-5-yl)chroman-8-yl)acetate FC1=C2C=CNC2=CC(=C1OC=1C=CC(=C(C1)C=1NC(=CN1)C1COC2=C(C=CC=C2C1)CC(=O)OCC)F)F